CC(C)C1CN(C2=CC=CC=C2N1)C(=O)C1=NC(=CC=C1)N1C=NC=C1 [3,4-dihydro-3-(1-methylethyl)-1(2H)-quinoxalinyl][6-(1H-imidazol-1-yl)-2-pyridinyl]methanone